2-bromo-N-((3-fluoropyridin-2-yl)methyl)oxazolo[4,5-c]pyridin-4-amine BrC=1OC2=C(C(=NC=C2)NCC2=NC=CC=C2F)N1